O[C@H](CNC(=O)C1CN(C1)CC1=CC2=CC=C(C=C2C[C@@H]1C)OCCCC(F)(F)F)C N-((S)-2-hydroxypropyl)-1-(((S)-3-methyl-6-(4,4,4-trifluorobutoxy)-3,4-dihydronaphthalen-2-yl)methyl)azetidine-3-carboxamide